Methylsalicylaldehyde COC=1C(C=O)=CC=CC1